5-(4-(benzyloxy)-3-chlorophenyl)-3-(5-bromo-1H-indol-1-yl)-1,2,4-oxadiazole C(C1=CC=CC=C1)OC1=C(C=C(C=C1)C1=NC(=NO1)N1C=CC2=CC(=CC=C12)Br)Cl